C([C@@H](O)C)(=O)OS(=O)(=O)C1=CC=C(C)C=C1 (S)-p-toluenesulfonyl lactate